1-(1-(fluoromethyl)cyclopropyl)-4-((5-(pyridin-3-yl)isoxazol-3-yl)methyl)-1,4-dihydropyrazine-2,3-dione FCC1(CC1)N1C(C(N(C=C1)CC1=NOC(=C1)C=1C=NC=CC1)=O)=O